tert-butyl (S)-(2-(2-aminopropanamido)ethyl)carbamate N[C@H](C(=O)NCCNC(OC(C)(C)C)=O)C